C1N(CCC2=CC=NC=C12)CC(=O)NC=1C=C(C(=NC1)C)NC(=O)C=1C=NN2C1SC(=C2)C=2C=NN(C2)C N-(5-(2-(3,4-dihydro-2,7-naphthyridin-2(1H)-yl)acetamido)-2-methylpyridin-3-yl)-2-(1-methyl-1H-pyrazol-4-yl)pyrazolo[5,1-b]thiazole-7-carboxamide